3-methylcyclohexane-1,2-dicarboxylic anhydride CC1C2C(CCC1)C(=O)OC2=O